C(C1=CC=CC=C1)O[C@@H]1[C@H](CCCC1)NC(=O)[C@H]1N(C[C@@H](C1)F)C(CN1N=C(C2=CC(=CC=C12)C1=CN=NC=C1)C(=O)N)=O 1-(2-((2S,4R)-2-((1S,2S)-2-(benzyloxy)cyclohexyl-carbamoyl)-4-fluoropyrrolidin-1-yl)-2-oxoethyl)-5-(pyridazin-4-yl)-1H-indazole-3-carboxamide